3-(1-pyridyl)-N-methyl-L-phenylalanine N1(CC=CC=C1)C=1C=C(C[C@H](NC)C(=O)O)C=CC1